FC=1C=CC2=C(N=C(O2)NC=2OC3=C(N2)C=C(C=C3)C(=O)N)C1 2-((5-fluorobenzo[d]oxazol-2-yl)amino)benzo[d]oxazole-5-carboxamide